C(C)(C)(C)C1=CC=C(C=C1)C=1SC(=CN1)C1=CC=C(C=C1)C(C)(C)C 2,5-bis(4-tert-butylphenyl)thiazole